C1(=CC=CC=C1)C1OC(C(C(O1)=O)=CC1=CC=C(C=C1)N1CCCC1)=O 2-phenyl-5-[4-(1-tetrahydropyrrolyl)benzylidene]-1,3-dioxane-4,6-dione